5-((3-methoxy-3-oxopropyl)thio)-1H-indazole-1-carboxylic acid tert-butyl ester C(C)(C)(C)OC(=O)N1N=CC2=CC(=CC=C12)SCCC(=O)OC